2-(2H-benzotriazol-2-yl)-4-(1,1,3,3-tetraethylbutyl)phenol N=1N(N=C2C1C=CC=C2)C2=C(C=CC(=C2)C(CC(C)(CC)CC)(CC)CC)O